COC1=NC(=NN2C1=C(C=C2)C=2C=C1N=CC=NC1=CC2)NC2CC1(CCN1C(C)=O)C2 1-((4r,6s)-6-((4-methoxy-5-(quinoxalin-6-yl)pyrrolo[2,1-f][1,2,4]triazin-2-yl)amino)-1-azaspiro[3.3]heptan-1-yl)ethan-1-one